(2r,4r)-4-((5-cyclopropyl-3-(2,6-difluorophenyl)isoxazol-4-yl)methoxy)-2-methylpiperidine-1-carboxylic acid tert-butyl ester C(C)(C)(C)OC(=O)N1[C@@H](C[C@@H](CC1)OCC=1C(=NOC1C1CC1)C1=C(C=CC=C1F)F)C